N-(1-((4-(2-methyl-1H-benzo[d]imidazol-5-yl)phenyl)sulfonyl)piperidin-4-yl)-5-(trifluoromethyl)pyridin-2-amine CC1=NC2=C(N1)C=CC(=C2)C2=CC=C(C=C2)S(=O)(=O)N2CCC(CC2)NC2=NC=C(C=C2)C(F)(F)F